CC=CCCOF perfluoro (methyl-vinyl)ethyl ether